C1(=CC=CC=C1)C1=NC(=NC(=N1)C1=CC=CC=C1)C=1C=C(C=C(C1)N1C2=CC=CC=C2C=2C=C(C=CC12)C1=CC=CC2=C1SC1=C2C=CC=C1)N1C2=CC=CC=C2C=2C=C(C=CC12)C1=CC=CC2=C1SC1=C2C=CC=C1 9,9'-(5-(4,6-diphenyl-1,3,5-triazin-2-yl)-1,3-phenylene)bis(3-(dibenzo[b,d]thiophen-4-yl)-9H-carbazole)